FC1=CC=C(C=C1)C1=C(CCC(C1)(C)C)C(=O)N1CC2N(C(C1)C2)CC=2C=C1CN(C(C1=CC2)=O)C2C(NC(CC2)=O)=O 3-(5-((3-(4'-fluoro-5,5-dimethyl-3,4,5,6-tetrahydro-[1,1'-biphenyl]-2-Carbonyl)-3,6-diazabicyclo[3.1.1]heptan-6-yl)methyl)-1-oxoisoindolin-2-yl)piperidine-2,6-dione